3-(3-(pyridin-3-yl)imidazo[1,2-b]pyridazin-6-yl)aniline N1=CC(=CC=C1)C1=CN=C2N1N=C(C=C2)C=2C=C(N)C=CC2